C(C1=CC=CC=C1)NC(N(C1=NC=C(C=C1)C=1C=NN(C1)C)[C@@H]1CC[C@H](CC1)NC1=NC=C(C(=N1)N1CCCCC1)C#N)=O 3-benzyl-1-(trans-4-((5-cyano-4-(piperidin-1-yl)pyrimidin-2-yl)amino)cyclohexyl)-1-(5-(1-methyl-1H-pyrazol-4-yl)pyridin-2-yl)urea